(3-benzo[b]thiophenylmethyl)-proline S1C2=C(C(=C1)CN1[C@@H](CCC1)C(=O)O)C=CC=C2